NCC1=CN=C2N1C=CC=C2 3-(Aminomethyl)imidazo[1,2-a]pyridin